3-{chloro-4-[2,4-bis(trichloromethyl)-S-triazin-6-yl]phenylthio}acrylic acid ClC1=C(C=CC(=C1)C1=NC(=NC(=N1)C(Cl)(Cl)Cl)C(Cl)(Cl)Cl)SC=CC(=O)O